1-(3-hydroxy-4-methoxyphenyl)-2-(methylsulfonyl)ethanone OC=1C=C(C=CC1OC)C(CS(=O)(=O)C)=O